P(=O)(O)(O)O.[C@@H]1([C@H](O)[C@H](O)[C@@H](CO)O1)N1C(=O)NC(=O)C=C1.[C@@H]1([C@H](O)[C@H](O)[C@@H](CO)O1)N1C(=O)NC(=O)C=C1.[C@@H]1([C@H](O)[C@H](O)[C@@H](CO)O1)N1C(=O)NC(=O)C=C1 triuridine phosphate